N1=C(C=CC=C1)C1=NC=CC=C1.[Ru] ruthenium (2,2'-bipyridine)